5-(ethylsulfinylmethyl)furan-2-carboxamide tert-butyl-(R)-3-((2-chloro-5-fluoro-7-((2-(trimethylsilyl)ethoxy)methyl)-7H-pyrrolo[2,3-d]pyrimidin-4-yl)amino)piperidine-1-carboxylate C(C)(C)(C)OC(=O)N1C[C@@H](CCC1)NC=1C2=C(N=C(N1)Cl)N(C=C2F)COCC[Si](C)(C)C.C(C)S(=O)CC2=CC=C(O2)C(=O)N